S1C=C(C=C1)S(=O)(=O)N1CCC(CC1)NC1=NC=C(C(=N1)C1=CN=C(S1)C(C)O)C(F)(F)F 1-(5-(2-((1-(thiophen-3-ylsulfonyl)piperidin-4-yl)amino)-5-(trifluoromethyl)pyrimidin-4-yl)thiazol-2-yl)ethan-1-ol